1-(1-(3-bromo-5-fluorophenyl)ethyl)-4-(3-(1-methyl-1H-pyrazol-4-yl)-1H-indazol-5-yl)pyridin-2(1H)-one BrC=1C=C(C=C(C1)F)C(C)N1C(C=C(C=C1)C=1C=C2C(=NNC2=CC1)C=1C=NN(C1)C)=O